FC1=C(C=CC(=C1)C(F)(F)F)COC1CN(C1)C(=O)N1C[C@H](CC1)C1=CN=NN1.[Na] |r| Sodium [3-[[2-fluoro-4-(trifluoromethyl)phenyl]methoxy]azetidin-1-yl]-[rac-(3S)-3-(1H-triazol-5-yl)pyrrolidin-1-yl]methanone